FC1=NC=CC=C1C=1OC2=C(C=C(C=C2C(C1C)=O)C)[C@@H](C)NC=1C(=NC=CC1)C1=NOC(N1)=O 3-[3-[[(1R)-1-[2-(2-Fluoro-3-pyridyl)-3,6-dimethyl-4-oxo-chromen-8-yl]ethyl]amino]-2-pyridyl]-4H-1,2,4-oxadiazol-5-one